(R,Z)-1,2-dimethyl-N-(1-(2-methyl-3-(trifluoromethyl)phenyl)ethyl)-6-(3-(trifluoromethyl)imidazo[1,5-a]pyridin-7-yl)pyrido[3,4-d]pyrimidin-4(1H)-imine CN1C(=N\C(\C2=C1C=NC(=C2)C2=CC=1N(C=C2)C(=NC1)C(F)(F)F)=N/[C@H](C)C1=C(C(=CC=C1)C(F)(F)F)C)C